Br.BrCCCCCN 5-bromopentan-1-amine hydrobromide